di-tert-butyl (1S,3aR,4S,7R,7aS)-1,3,3a,4,7,7a-hexahydro-2H-4,7-methanoisoindole-1,2-dicarboxylate [C@@H]1(N(C[C@@H]2[C@@H]3C=C[C@H]([C@H]12)C3)C(=O)OC(C)(C)C)C(=O)OC(C)(C)C